4-methoxy-3',6'-dihydro-[2,4'-bipyridine] COC1=CC(=NC=C1)C=1CC=NCC1